FC=1C=C(CNC=2NC(=C(N2)C2=CC=C3C(=N2)C=NN3C)C3=NC(=CC=C3)C)C=CC1 N-(3-fluorobenzyl)-4-(1-methyl-1H-pyrazolo[4,3-b]pyridin-5-yl)-5-(6-methyl-pyridin-2-yl)-1H-imidazol-2-amine